NC1=CC(=NC(=C1N1CCC(CC1)(C)N)CO)C1=CC=C(C(=O)N(C)C)C=C1 4-(4-amino-5-(4-amino-4-methylpiperidin-1-yl)-6-(hydroxymethyl)pyridin-2-yl)-N,N-dimethylbenzamide